ClC(=C(CF)F)F 1-chloro-1,2,3-trifluoropropene